The molecule is a 2-oxo monocarboxylic acid anion that is the conjugate base of 3-methyl-2-oxovaleric acid, arising from deprotonation of the carboxy group; major species at pH 7.3. It has a role as a human metabolite. It derives from a valerate. It is a conjugate base of a 3-methyl-2-oxovaleric acid. CCC(C)C(=O)C(=O)[O-]